2-((2-((2-(3-(2-((cyanomethyl)(2-((cyanomethyl)amino)ethyl)amino)ethyl)-2-oxoimidazolidin-1-yl)ethyl)amino)ethyl)amino)acetonitrile C(#N)CN(CCN1C(N(CC1)CCNCCNCC#N)=O)CCNCC#N